C(CCCCCCCCCCC)OC(\C(=C\C(=O)OCCCCCCCCCCCC)\CC(O)CO)=O dilaurylglycerylfumarate